1-(2,4-bis(trifluoromethyl)benzyl)-1H-pyrazol-4-yl-[3,3'-bipyridine]-5-carboxamide FC(C1=C(CN2N=CC(=C2)C2=NC=C(C=C2C=2C=NC=CC2)C(=O)N)C=CC(=C1)C(F)(F)F)(F)F